2,2-Bis-(3,5-dimethyl-4-hydroxyphenyl)-propan CC=1C=C(C=C(C1O)C)C(C)(C)C1=CC(=C(C(=C1)C)O)C